2-(2-(((5-chloro-2-cyanophenyl)amino)-2-oxoacetylamino)-3-phenylpropionamido)benzoic acid tert-butyl ester C(C)(C)(C)OC(C1=C(C=CC=C1)NC(C(CC1=CC=CC=C1)N(C(C=O)=O)NC1=C(C=CC(=C1)Cl)C#N)=O)=O